OC1=C(C=CC=C1)N1N=C2C(=N1)C=CC=C2 2-(2-hydroxyphenyl)benzotriazol